BrC1=CC=C(C=C1)C=1NC(C2=C(NC(C21)=O)C2=CC=C(C=C2)Br)=O 3,6-bis(4'-bromophenyl)-2,5-dihydropyrrolo[3,4-c]pyrrole-1,4-dione